6-(3-Ethyl-morpholin-4-yl)-2-ethylsulfanyl-N-[(3-fluorophenyl)-methyl]-4-methyl-pyridine-3-carboxylic acid amide C(C)C1N(CCOC1)C1=CC(=C(C(=N1)SCC)C(=O)NCC1=CC(=CC=C1)F)C